CC1([C@H]2CC=C([C@@H]1C2)C=O)C (1R,5S)-6,6-Dimethylbicyclo[3.1.1]hept-2-ene-2-carbaldehyde